C(C)(C)(C)OC(NC1=C(C=CC(=C1)C=O)Cl)=O (2-CHLORO-5-FORMYL-PHENYL)-CARBAMIC ACID TERT-BUTYL ESTER